C1(CCCCC1)[C@@H](C(NC1=CC=C2C(=C1)NC(C21CCOCC1)=O)=O)NC(OC1CCOCC1)=O Oxan-4-yl N-{(1S)-1-cyclohexyl-2-oxo-2-[(2-oxospiro[1H-indole-3,4'-oxane]-6-yl)amino]-ethyl}carbamate